4-(3,4-difluorophenyl)tetrahydro-2H-pyran-2-one FC=1C=C(C=CC1F)C1CC(OCC1)=O